8-(trans-4-aminocyclohexoxy)-5,5-dimethyl-7-pyrrol-1-yl-6H-benzo[h]quinazolin-4-amine N[C@@H]1CC[C@H](CC1)OC=1C=CC2=C(CC(C=3C(=NC=NC23)N)(C)C)C1N1C=CC=C1